C1(=CC=C(C=C1)N1CCN(CC1)CC=1OC2=C(C(C1)=O)C=CC=C2)C ((4-(p-tolyl)piperazin-1-yl)methyl)-4H-benzopyran-4-one